7-chloro-1-methyl-6-((6-(methylamino)pyrazolo[1,5-a]pyrazin-3-yl)oxy)-N-(3-((1-methylpiperidin-4-yl)oxy)-5-(trifluoromethyl)phenyl)-1H-imidazo[4,5-b]pyridin-2-amine ClC1=C2C(=NC=C1OC=1C=NN3C1C=NC(=C3)NC)N=C(N2C)NC2=CC(=CC(=C2)C(F)(F)F)OC2CCN(CC2)C